C(C)N1N=CC=2C1=NC(=NC2N)SC 1-ethyl-6-(methylthio)-1H-pyrazolo[3,4-d]pyrimidin-4-amine